(R)-1-ethyl-N-(1-methylcyclopropyl)-4-((3-methylisoxazol-5-yl)methyl)-5-oxo-1,2,4,5-tetra-hydroimidazo[1,2-a]quinazoline-7-sulfonamide C(C)[C@@H]1CN=C2N1C1=CC=C(C=C1C(N2CC2=CC(=NO2)C)=O)S(=O)(=O)NC2(CC2)C